ClC=1C=C(C=CC1)C1(COC1)NC(=O)[C@H]1CN(CC[C@@H]1NC(=O)C1=NOC(=C1)C1=C(C=C(C=C1)F)F)C1CCC1 (3S,4S)-1-cyclobutyl-4-{[5-(2,4-difluoro-phenyl)-isoxazole-3-carbonyl]-amino}-piperidine-3-carboxylic acid [3-(3-chloro-phenyl)-oxetan-3-yl]-amide